C(C)(C)(C)N1N=C(C(=C1NC1=CC=C(C=C1)C#N)C(=O)N)C1=CC=C(C=C1)NS(=O)(=O)CC 1-tert-butyl-5-[(4-cyanophenyl)amino]-3-(4-ethanesulfonamidophenyl)-1H-pyrazole-4-carboxamide